BrC=1C(=NC(=CC1)NC(=O)OC(C)(C)C)CC1(CCN(CC1)C(=O)OC(C)(C)C)C#N t-butyl 4-((3-bromo-6-((t-butoxycarbonyl) amino) pyridin-2-yl) methyl)-4-cyanopiperidine-1-carboxylate